4,5-dihydro-6-[2-(4-meth-oxyphenyl)-1H-benzimidazol-5-yl]-5-methyl-3(2H)-pyridazinone COC1=CC=C(C=C1)C1=NC2=C(N1)C=CC(=C2)C=2C(CC(NN2)=O)C